4-cyclohexylaminobutane C1(CCCCC1)NCCCC